N-((4bS,9bS)-1-amino-4b-hydroxy-7-methoxy-10-oxo-4b,10-dihydro-9bH-indeno[1,2-b]benzofuran-9b-yl)acetamide NC1=C2C([C@@]3([C@@](OC4=C3C=CC(=C4)OC)(C2=CC=C1)O)NC(C)=O)=O